C(C)(C)(C)OC(=O)N1C=C(C2=CC=CC=C12)NC(C)=O 3-acetamidoindole-1-carboxylic acid tert-butyl ester